2-(5-(((1s,2s,3r,5r)-2-fluoro-8-azabicyclo[3.2.1]oct-3-yl)oxy)pyrazin-2-yl)-5-(1H-imidazol-1-yl)phenol F[C@H]1[C@@H]2CC[C@H](C[C@H]1OC=1N=CC(=NC1)C1=C(C=C(C=C1)N1C=NC=C1)O)N2